tert-butyl (8R)-13-(2,6-dimethylphenyl)-2,17,17-trioxo-10-oxa-17λ6-thia-3,6,14,16,23-pentaazatetracyclo[16.3.1.111,15.03,8]tricosa-1(22),11,13,15(23),18,20-hexaene-6-carboxylate CC1=C(C(=CC=C1)C)C=1C=C2OC[C@H]3CN(CCN3C(C=3C=CC=C(S(NC(N1)=N2)(=O)=O)C3)=O)C(=O)OC(C)(C)C